(2S,4R)-4-(2-((3-chloro-[1,1'-biphenyl]-4-yl)amino)-2-oxoethyl)-1-(2-methylbenzofuro[3,2-d]pyrimidin-4-yl)pyrrolidine ClC=1C=C(C=CC1NC(C[C@H]1CCN(C1)C=1C2=C(N=C(N1)C)C1=C(O2)C=CC=C1)=O)C1=CC=CC=C1